FC1(CCN(CCC1)C1=C(C(=O)NC=2C=C(C=CC2)[S@](=O)(C)=NC(OC(C)(C)C)=O)C(=C(C=N1)C1=CN=C(O1)C)C)F tert-butyl (R)-((3-(2-(4,4-difluoroazepan-1-yl)-4-methyl-5-(2-methyloxazol-5-yl)nicotinamido)phenyl)(methyl)(oxo)-λ6-sulfaneylidene)carbamate